N-(2-amino-6-fluorophenyl)acetamide CC(=O)NC1=C(C=CC=C1F)N